C(C)(C)(C)OCCC(=O)O 3-TERT-BUTOXYPROPIONIC ACID